COC1=CC=2N(C=C1)N=C(N2)N[C@@H]2C[C@H](CC2)NC2=CC=C(C=N2)N2C(C=CC=C2)=O 6'-(((1S,3S)-3-((7-methoxy-[1,2,4]triazolo[1,5-a]pyridin-2-yl)amino)cyclopentyl)amino)-2H-[1,3'-bipyridyl]-2-one